N-(3-(3-methylpyrrolidin-1-yl)-1H-pyrazol-4-yl)pyrazolo[1,5-a]pyrimidine-3-carboxamide CC1CN(CC1)C1=NNC=C1NC(=O)C=1C=NN2C1N=CC=C2